4-((1-ethyl-3-methyl-1H-pyrazol-4-yl)amino)pyrimidin C(C)N1N=C(C(=C1)NC1=NC=NC=C1)C